3-(4-(5-methoxypyridin-3-yl)-1H-pyrazol-1-yl)pyrazolo[1,5-a]pyrimidine COC=1C=C(C=NC1)C=1C=NN(C1)C=1C=NN2C1N=CC=C2